tert-butyl 6-[[4-fluoro-2-(trifluoromethyl)phenyl]methyl]-2-azaspiro[3.3]heptane-2-carboxylate FC1=CC(=C(C=C1)CC1CC2(CN(C2)C(=O)OC(C)(C)C)C1)C(F)(F)F